3,4,5-trimethoxy-alpha-trifluoromethylstyrene COC=1C=C(C(=C)C(F)(F)F)C=C(C1OC)OC